tert-butyl N-[2-[4-(3,5-difluoroadamantane-1-carbonyl)piperazin-1-yl]-2-oxo-ethyl]carbamate FC12CC3(CC(CC(C1)(C3)F)C2)C(=O)N2CCN(CC2)C(CNC(OC(C)(C)C)=O)=O